6-Methoxy-2,3-dihydro-1H-isoindol-1-one COC1=CC=C2CNC(C2=C1)=O